ClC1=C(C=CC(=C1)F)C1=CC=NC2=CC(=CC=C12)O[C@@H](C(=O)N1C[C@@H](CC1)CC(=O)O)C 2-[(3S)-1-[(2R)-2-[[4-(2-chloro-4-fluoro-phenyl)-7-quinolyl]oxy]propanoyl]pyrrolidin-3-yl]acetic acid